Cl.NC=1C=NC=C(C1N1CCC(CC1)C(=O)N1CCN(CC1)C)F (1-(3-amino-5-fluoropyridin-4-yl)piperidin-4-yl)(4-methylpiperazin-1-yl)methanone hydrochloride